dihydrospiro[cyclopropane-1,5'-indene]-3',6'-dione C1CC(C2=CC3(C(C=C12)=O)CC3)=O